C(C1=CC=CC=C1)OC1=C2C(=CNC2=CC=C1)C1CN(CC1)CCCN1N=CC=N1 4-(benzyloxy)-3-(1-(3-(2H-1,2,3-triazol-2-yl)propyl)pyrrolidin-3-yl)-1H-indole